1,3-dimethyl-1,3-disilacyclobutane C[SiH]1C[SiH](C1)C